gamma-(methoxyacryloyloxy)propyltrimethoxysilane COC=CC(=O)OCCC[Si](OC)(OC)OC